N(=[N+]=[N-])C1(C(COC1)O)C1=C(C=C(C=C1)C(F)(F)F)F 4-azido-4-(2-fluoro-4-trifluoromethyl-phenyl)-tetrahydro-furan-3-ol